BrC1=CC=C2CC[C@@H]([C@@H](C2=C1)O)Cl (1R,2S)-7-bromo-2-chloro-1,2,3,4-tetrahydronaphthalen-1-ol